N-[(2s)-6-[(3s)-3-Fluoropyrrolidin-1-yl]-2-(hydroxymethyl)-2-methyl-3H-benzofuran-5-yl]pyrazolo[1,5-a]pyrimidine-3-carboxamide F[C@@H]1CN(CC1)C1=CC2=C(C[C@@](O2)(C)CO)C=C1NC(=O)C=1C=NN2C1N=CC=C2